2-bromo-4-[(3R)-oxopyrrolidin-3-yloxy]-1,3-benzothiazole-6-carboxylic acid methyl ester COC(=O)C1=CC2=C(N=C(S2)Br)C(=C1)O[C@H]1C(NCC1)=O